(R)-1-methyl-3-((2-(4-(4-(1-(pentan-3-yl)-1H-pyrazol-4-yl)pyrazolo[1,5-a]-pyrazin-6-yl)-1H-pyrazol-1-yl)ethyl)amino)pyrrolidin-2-one CN1C([C@@H](CC1)NCCN1N=CC(=C1)C=1N=C(C=2N(C1)N=CC2)C=2C=NN(C2)C(CC)CC)=O